9-(oxetan-3-yl)nonanoic acid O1CC(C1)CCCCCCCCC(=O)O